8-([4-[1-methyl-4-(trifluoromethyl)-1H-imidazol-2-yl]phenyl]methyl)-2-[2-(propan-2-yl)phenyl]-6H,7H,8H-pyrimido[5,4-b][1,4]oxazin-7-one CN1C(=NC(=C1)C(F)(F)F)C1=CC=C(C=C1)CN1C2=C(OCC1=O)C=NC(=N2)C2=C(C=CC=C2)C(C)C